CN1C=C(C2=CC(=CC=C12)N1C(NC2=C(C1=O)C1=C(S2)CCCC1)=O)CN1CCCC1 3-(1-methyl-3-(pyrrolidin-1-ylmethyl)-1H-indol-5-yl)-5,6,7,8-tetrahydrobenzo[4,5]thieno[2,3-d]pyrimidine-2,4(1H,3H)-dione